OC1(CCN(CC1)C(NCCCC1=NC=2NCCCC2C=C1)=O)CC(=O)O 2-(4-hydroxy-1-((3-(5,6,7,8-tetrahydro-1,8-naphthyridin-2-yl)propyl)carbamoyl)piperidin-4-yl)acetic acid